2-amino-6-(N-ethyl-p-chloroanilino)fluorene tert-butyl-4-((4-((3-ethynylphenyl)amino)-7-methoxy-5-nitroquinazolin-6-yl)oxy)piperidine-1-carboxylate C(C)(C)(C)OC(=O)N1CCC(CC1)OC=1C(=C2C(=NC=NC2=CC1OC)NC1=CC(=CC=C1)C#C)[N+](=O)[O-].NC1=CC=2CC3=CC=C(C=C3C2C=C1)N(C1=CC=C(C=C1)Cl)CC